FC(C1=CC(=NO1)CN)F (5-(difluoromethyl)isoxazol-3-yl)methylamine